FC=1C(=NC(=NC1)NC=1C=NN(C1)C(C)C)OCC1CCC(CC1)C(C)(C)O 2-((1R,4R)-4-(((5-fluoro-2-((1-isopropyl-1H-pyrazol-4-yl)amino)pyrimidin-4-yl)oxy)methyl)cyclohexyl)propan-2-ol